OC1=NC(=C(C(=N1)C(=O)OC)Cl)O methyl 2,6-dihydroxy-5-chloro-4-pyrimidinecarboxylate